C1(CC1)N1N=CC=C1 cyclopropyl-2H-pyrazole